O[C@@H]1CN(CC1)C=1C=CC(=NC1)C=O (S)-5-(3-hydroxypyrrolidin-1-yl)picolinaldehyde